fluorochromeNon FC=1C(OC2=CC=CC=C2C1)=O